1-(3-chloropyridin-2-yl)-7-(1,1-difluoroethyl)quinazolin-2,4(1H,3H)-dione ClC=1C(=NC=CC1)N1C(NC(C2=CC=C(C=C12)C(C)(F)F)=O)=O